P(=O)(O)(O)OC[C@@H]1[C@]([C@H]([C@@H](O1)N1C=NC=2C(=O)NC(N)=NC12)S)(O)F 3'-fluoro-thio-guanosine monophosphate